O(C1=CC=CC=C1)C1CN(C1)C1=CC=C(N)C=C1 4-(3-phenoxyazetidin-1-yl)aniline